FC1=CC=C(C=C1)N1CC=2C(=NC=CC2C1)C1=C(C=C(C=C1)F)OCC(F)(F)F 2-(4-fluorophenyl)-4-[4-fluoro-2-(2,2,2-trifluoroethoxy)phenyl]-2,3-dihydro-1H-pyrrolo[3,4-c]pyridine